5,6-dichloro-N2-(2,4-diisopropylpyridin-3-yl)pyridine-2,3-diamine ClC=1C=C(C(=NC1Cl)NC=1C(=NC=CC1C(C)C)C(C)C)N